FC1=CC=C2C=C(NC2=C1)C=1C=NC(=NC1)N1C[C@@H](CC1)F (R)-6-Fluoro-2-(2-(3-fluoropyrrolidin-1-yl)pyrimidin-5-yl)-1H-indole